C(C)C=1C=CC(=C(C1)N(S(=O)(=O)C)C)[N+](=O)[O-] N-(5-ethyl-2-nitrophenyl)-N-methylmethanesulfonamide